N-propynyl-phthalimide C(#CC)N1C(C=2C(C1=O)=CC=CC2)=O